Methyl 2-([1-[(2-ethoxyphenyl)methyl]-5-(1-ethyl-1H-indazol-6-yl)-1H-pyrazol-3-yl]methoxy)-2-methylpropanoate C(C)OC1=C(C=CC=C1)CN1N=C(C=C1C1=CC=C2C=NN(C2=C1)CC)COC(C(=O)OC)(C)C